[Cl-].C1=CC=CC=2NC3=CC=CC=C3C(C12)=O 9-acridone chloride